FC1=C(C(=CC=C1)C)N1N=C2C(=CC1=O)NN=C2C2=CC=C(C=C2)N2CC1N(C(C2)C1)C 5-(2-Fluoro-6-methylphenyl)-3-(4-(6-methyl-3,6-diazabicyclo[3.1.1]heptan-3-yl)phenyl)-1H-pyrazolo[4,3-c]pyridazin-6(5H)-on